(5-(1,5-naphthyridin-4-yl)-1H-pyrazol-3-yl)-5-(piperidin-4-yl)-5H-pyrrolo[2,3-b]pyrazin-3-amine N1=CC=C(C2=NC=CC=C12)C1=CC(=NN1)C=1N=C2C(=NC1N)N(C=C2)C2CCNCC2